C(C(C)(C)C)(=O)OCN1N=NC(=C1)C1CN(CC1)C=1OC(=NN1)C1=NC=C(N=C1)NC1CC2=CC(=C(C=C2C1)F)F (4-(1-(5-(5-((5,6-difluoro-2,3-dihydro-1H-inden-2-yl)amino)pyrazine-2-yl)-1,3,4-oxadiazol-2-yl)pyrrolidin-3-yl)-1H-1,2,3-triazol-1-yl)methyl pivalate